tert-butyl (S)-3-(2-(benzyloxy)-2-oxoethyl)piperidine-1-carboxylate C(C1=CC=CC=C1)OC(C[C@H]1CN(CCC1)C(=O)OC(C)(C)C)=O